6-(5-Fluoro-2-pyridinyl)-8-methoxy-N-[(5-methylisoxazol-3-yl)methyl]quinazolin-4-amine FC=1C=CC(=NC1)C=1C=C2C(=NC=NC2=C(C1)OC)NCC1=NOC(=C1)C